NC(CCCS)S 1-Aminobutane-1,4-dithiol